2-(4-bromo-1H-pyrazol-1-yl)-5-chloropyridine BrC=1C=NN(C1)C1=NC=C(C=C1)Cl